4-Oxo-4H-quinolizine-3-carboxylic acid O=C1C(=CC=C2C=CC=CN12)C(=O)O